1-heneicosene C=CCCCCCCCCCCCCCCCCCCC